FC=1C=C2C=C(C(OC2=CC1O)=O)C(=O)O 6-Fluoro-7-hydroxy-2-oxo-2H-chromene-3-carboxylic acid